C(C)(C)O[Si](OC(C)C)(OC(C)C)OC(C)C tetraisopropoxysilane